2-(4-((4,7-bis(2-(benzyloxy)-2-oxoethyl)-1,4,7-triazonan-1-yl)methyl)piperidin-1-yl)acetic acid C(C1=CC=CC=C1)OC(CN1CCN(CCN(CC1)CC(OCC1=CC=CC=C1)=O)CC1CCN(CC1)CC(=O)O)=O